C(#N)C=1C=CC(=NC1)OC1=C(C=C(C=C1)NC(=O)C1CC(C1)OC)C N-(4-((5-cyanopyridin-2-yl)oxy)-3-methylphenyl)-3-methoxycyclobutane-1-carboxamide